C(C1=CC=CC=C1)OC=1C=C(C=CC1)NC1=NC=CC(=C1)C=1C=C2C(=NNC2=CC1)N 5-(2-((3-(Benzyloxy)phenyl)amino)pyridin-4-yl)-1H-indazol-3-amine